COC(C(C#N)CC=1C=NC=CC1)OC 2-(dimethoxymethyl)-3-(pyridin-3-yl)propanenitrile